BrC=1C=C2C(=CN(C2=CC1)C(C(C)(C)C)=O)/C(/C#N)=C/C=1C=NC=CC1OC (Z)-2-(5-bromo-1-pivaloyl-1H-indol-3-yl)-3-(4-methoxypyridin-3-yl)acrylonitrile